C(CCCCCCC)C(C(C(=O)[O-])S(=O)(=O)O)(C(=O)[O-])CCCCCCCC dioctylsulfosuccinat